N1=C(C=CC=C1)N[C@H]1[C@@H](CC1)C(=O)O (1R,2R)-2-[(pyridin-2-yl)amino]cyclobutane-1-carboxylic acid